diamino-4,4'-dihydroxybenzophenone NC=1C(=C(C(=O)C2=CC=C(C=C2)O)C=CC1O)N